lithium 2,2'-ethylenebis(4,6-di-tert-butylphenyl) phosphate P1(=O)(OC2=C(C=C(C=C2C(C)(C)C)C(C)(C)C)CCC2=C(C(=CC(=C2)C(C)(C)C)C(C)(C)C)O1)[O-].[Li+]